2-(5-chloro-2H-benzotriazol-2-yl)-6-(1,1-dimethylethyl)-4-ethenylphenol ClC1=CC=2C(=NN(N2)C2=C(C(=CC(=C2)C=C)C(C)(C)C)O)C=C1